C(CCCCCCCCCCCCCCCCC)(=O)N.C(CCCCCCCCCCCCCCCCC)(=O)N bis-stearic acid amide